2-(azidomethyl)-6-bromo-4-(trifluoromethyl)benzofuran N(=[N+]=[N-])CC=1OC2=C(C1)C(=CC(=C2)Br)C(F)(F)F